S1C(=CC=C1)/C=C/C(=O)OC Methyl (2E)-3-(thiophen-2-yl)prop-2-enoate